(3R,4R)-tert-Butyl 4-((7-(tert-butoxycarbonyl (pyridin-4-ylmethyl)amino)-3-iso-propyl pyrazolo[1,5-a]pyrimidin-5-ylamino)methyl)-3-(methoxymethoxy)piperidine-1-carboxylate C(C)(C)(C)OC(=O)N(C1=CC(=NC=2N1N=CC2C(C)C)NC[C@@H]2[C@H](CN(CC2)C(=O)OC(C)(C)C)OCOC)CC2=CC=NC=C2